(S)-N-(3-(5-(3-methylmorpholino)-1H-benzo[d]imidazol-2-yl)-1H-pyrazol-4-yl)-7H-pyrrolo[2,3-d]pyrimidin-4-amine C[C@H]1COCCN1C1=CC2=C(NC(=N2)C2=NNC=C2NC=2C3=C(N=CN2)NC=C3)C=C1